FC1=C(C(=C(C=C1C1=NN(C2=NC(=CC=C21)N2CCN(CC2)S(=O)(=O)C)C)C(F)(F)F)F)O 2,6-Difluoro-3-(1-methyl-6-(4-(methylsulfonyl)piperazin-1-yl)-1H-pyrazolo[3,4-b]pyridin-3-yl)-5-(trifluoromethyl)phenol